3-[1-(Methylamino)ethyl]-1H-indol-4-ol CNC(C)C1=CNC=2C=CC=C(C12)O